N-[(1R,3S)-3-{[6-chloro-2-(trifluoromethyl)quinolin-4-yl]amino}cyclohexyl]-5-(difluoromethyl)-1-(fluoromethyl)-1H-pyrazole-4-carboxamide ClC=1C=C2C(=CC(=NC2=CC1)C(F)(F)F)N[C@@H]1C[C@@H](CCC1)NC(=O)C=1C=NN(C1C(F)F)CF